[N+](=O)([O-])C=1C=NN(C1OCCC)C1OCCCC1 3-((4-nitro-1-(tetrahydro-2H-pyran-2-yl)-1H-pyrazol-5-yl)oxy)propan